methyl 3-methyl-4,5,6,7-tetrahydro-3H-imidazo[4,5-c]pyridine-2-carboxylate CN1C(=NC2=C1CNCC2)C(=O)OC